CC1=C(C2=CC=CC=C2C=C1)N=C=O 2-methyl-1-isocyanatonaphthalene